FC1=C2C(=CC=NC2=C2N=CC=C(C2=C1F)C=O)C=O 5,6-difluoro-[1,10]phenanthroline-4,7-dicarboxaldehyde